1-(4-(((1s,4s)-4-(aminomethyl)-1-methylcyclohexyl)methoxy)phenyl)-3-((2-(2,6-dioxopiperidin-3-yl)-1-oxoisoindolin-5-yl)methyl)urea NCC1CCC(CC1)(C)COC1=CC=C(C=C1)NC(=O)NCC=1C=C2CN(C(C2=CC1)=O)C1C(NC(CC1)=O)=O